(E)-benzaldehyde O-(1-methyl-3-(difluoromethyl)-1H-pyrazole-4-carbonyl) oxime CN1N=C(C(=C1)C(=O)O\N=C\C1=CC=CC=C1)C(F)F